Cl.NC1CCC(NC1)CNC(=O)C=1NC2=CC(=CC=C2C1)C1=CC=C(C=C1)F N-((5-aminopiperidin-2-yl)methyl)-6-(4-fluorophenyl)-1H-indole-2-carboxamide hydrogen chloride salt